C(C1=CC=CC=C1)N1CCC(CC1)(N)C=1C=C2C=NNC2=CC1 1-benzyl-4-(1H-indazol-5-yl)piperidin-4-amine